(R)-(-)-1,1'-binaphthyl-2,2'-diyl hydrogenphosphate C1=CC=C2C(=C1)C=CC3=C2C4=C(C=CC5=CC=CC=C54)OP(=O)(O3)O